ClC=1C=CC2=C([C@@H](C[C@@H](O2)C(=O)NC2CCC(CC2)C2=CN=C(O2)OCCOC(F)(F)F)O)C1 (2R,4R)-6-chloro-4-hydroxy-N-[(1r,4R)-4-{2-[2-(trifluoromethoxy)ethoxy]-1,3-oxazol-5-yl}cyclohexyl]-3,4-dihydro-2H-1-benzopyran-2-carboxamide